O=C1N(CCNC1)C(=O)OC(C)(C)C tert-butyl 2-oxopiperazine-1-carboxylate